trans-N-(2-fluoro-5-(1-methyl-1H-1,2,4-triazol-3-yl)-4-(trifluoromethyl)phenyl)-3-methyl-1-(5-methyl-1,3,4-oxadiazol-2-yl)-8-azabicyclo[3.2.1]octane-8-carboxamide FC1=C(C=C(C(=C1)C(F)(F)F)C1=NN(C=N1)C)NC(=O)N1C2(CC(CC1CC2)C)C=2OC(=NN2)C